2-(4,4-dimethoxybutan-2-ylidene)malononitrile COC(CC(C)=C(C#N)C#N)OC